N[C@@H](C1=C(C=C(C(=C1)Cl)C)O)C1CCN(CC1)C(=O)C1CNC1 2-[(R)-amino[1-(azetidine-3-carbonyl)piperidin-4-yl]methyl]-4-chloro-5-methylphenol